CC1=C(C=CC=C1C=1C(=NC=C(C1C)Br)C(=O)N)C1=C(C(=CC=C1)C=1C(=NC=C(C1C)Br)C(=O)N)C (2,2'-dimethyl-[1,1'-biphenyl]-3,3'-diyl)bis(5-bromo-4-methyl-2-pyridineamide)